C1(=CC=CC=C1)C=1N=NC(=NN1)C1=NC=CC=C1 3-phenyl-6-(pyridin-2-yl)-1,2,4,5-tetrazine